2,4,6-tri-i-butylphenyl carbamate C(N)(OC1=C(C=C(C=C1CC(C)C)CC(C)C)CC(C)C)=O